ClC1=CC=2N(C3=CC=CC=C3SC2C=C1)CCCN1CCNCC1 2-chloro-10-(3-(piperazin-1-yl)propyl)-10H-phenothiazine